2-(4-(4-methoxyphenoxy)phenyl)-7-(pyrrolidin-3-yl)-1H-imidazo[1,2-b]pyrazole-3-carboxamide COC1=CC=C(OC2=CC=C(C=C2)C=2NC=3N(N=CC3C3CNCC3)C2C(=O)N)C=C1